S1C=CC2=C1NC1=CC=CC=C21 8H-thieno[2,3-b]indole